4-[2-(2-{[(S)-2-methoxypropylamino]methyl}-7-oxo-1,6-dihydro-1,4,6-triaza-6-indenyl)-6-cyclopropyl-4-pyridyl]-3-[5-(fluoromethyl)-1H-1,2,3-triazol-1-yl]benzonitrile CO[C@H](CNCC=1NC=2C(N(C=NC2C1)C1=NC(=CC(=C1)C1=C(C=C(C#N)C=C1)N1N=NC=C1CF)C1CC1)=O)C